2-(2,6-dioxo-3-piperidyl)-5-[4-[[4-[2-[4-[6-(5-isopropoxy-1H-indazol-3-yl)pyrimidin-4-yl]piperazin-1-yl]ethyl]-1-piperidyl]methyl]-1-piperidyl]isoindoline-1,3-dione O=C1NC(CCC1N1C(C2=CC=C(C=C2C1=O)N1CCC(CC1)CN1CCC(CC1)CCN1CCN(CC1)C1=NC=NC(=C1)C1=NNC2=CC=C(C=C12)OC(C)C)=O)=O